di(tetrahydrofuran-2-yl)methane O1C(CCC1)CC1OCCC1